ClC=1SC(=CN1)C=O 2-chloro-1,3-thiazole-5-carbaldehyde